N-(5-chlorofuran-2-ylcarbonyl)-3,7-diazabicyclo[3.3.0]Octane ClC1=CC=C(O1)C(=O)N1CC2CNCC2C1